3,3-bis(4-diethylaminophenyl)phthalide C(C)N(C1=CC=C(C=C1)C1(OC(=O)C2=CC=CC=C12)C1=CC=C(C=C1)N(CC)CC)CC